FC1=CC=C(C=C1)N1N=CC(=C1)S(=O)(=O)Cl 1-(4-fluorophenyl)-1H-pyrazole-4-sulfonyl chloride